1-(3,5-dichloro-2-pyridyl)-3-[(1S)-1-(2-pyrimidin-2-yl-1,2,4-triazol-3-yl)ethyl]urea ClC=1C(=NC=C(C1)Cl)NC(=O)N[C@@H](C)C=1N(N=CN1)C1=NC=CC=N1